N-[5-[3-[(4-chloro-2-fluorophenyl)sulfamoyl]-4-methoxyphenyl]-4-methyl-thiazol-2-yl]-2-cyclopentyl-acetamide ClC1=CC(=C(C=C1)NS(=O)(=O)C=1C=C(C=CC1OC)C1=C(N=C(S1)NC(CC1CCCC1)=O)C)F